tert-Butyl (1R,5S)-3-(7-(8-chloronaphthalen-1-yl)-2-(((S)-1-methylpyrrolidin-2-yl)methoxy)pyrido[2,3-d]pyrimidin-4-yl)-3,8-diazabicyclo[3.2.1]octane-8-carboxylate ClC=1C=CC=C2C=CC=C(C12)C=1C=CC2=C(N=C(N=C2N2C[C@H]3CC[C@@H](C2)N3C(=O)OC(C)(C)C)OC[C@H]3N(CCC3)C)N1